CC1=NC(=CC=C1N1CCN(CC1)CC=1C=C(C=2C=3N(C(NC2C1)=O)C=C(N3)C)F)C(NC)=O 8-((4-(2-methyl-6-(methylcarbamoyl)pyridin-3-yl)piperazin-1-yl)methyl)-2-methyl-10-fluoroimidazo[1,2-c]quinazolin-5(6H)-one